FC(C(=O)OC1=C2C3C(C(OC2=CC(=C1)CCCCC)(C)C)CC=C(C3)C)(F)F (6,6,9-Trimethyl-3-pentyl-6a,7,10,10a-tetrahydrobenzo[c]chromen-1-yl) 2,2,2-trifluoroacetate